1-(tert-Butyl) 2-methyl (2S,4R)-4-((3-isopropyl-7-methoxyquinoxalin-2-yl)oxy)pyrrolidine-1,2-dicarboxylate C(C)(C)C=1C(=NC2=CC(=CC=C2N1)OC)O[C@@H]1C[C@H](N(C1)C(=O)OC(C)(C)C)C(=O)OC